FC(CC(C(=O)NC1=NC=CC(=C1)C1=C(C2=NC=CC=C2N1)C1=NC=CC=C1)C=1C=NN(C1)C)F 4,4-difluoro-2-(1-methylpyrazol-4-yl)-N-[4-[3-(2-pyridyl)-1H-pyrrolo[3,2-b]pyridin-2-yl]-2-pyridyl]butanamide